COC(=O)C=1C=C2C=CC(=NC2=CC1)C1=CC=CC=C1 6-methoxycarbonyl-2-phenylquinoline